tert-butyl 4-[[1-[4-(2-bromo-4-ethoxycarbonyl-phenoxy)-3-methoxy-phenyl]azetidin-3-yl]methyl]piperidine-1-carboxylate BrC1=C(OC2=C(C=C(C=C2)N2CC(C2)CC2CCN(CC2)C(=O)OC(C)(C)C)OC)C=CC(=C1)C(=O)OCC